B(O)(O)[O-] The molecule is a borate ion. It is a conjugate base of a boric acid. It is a conjugate acid of a hydrogenborate.